BrC=1C=2N(C=CC1)C(=C(N2)I)SC(F)(F)F 8-bromo-2-iodo-3-[(trifluoromethyl)sulfanyl]imidazo[1,2-a]pyridine